CC1=C(C=CC=C1)C1C(NCC(N1)=O)=O 3-(2-methylphenyl)piperazine-2,5-dione